C(C)(C)(C)OC(=O)N1CCCCC1 piperidin-1-ylcarboxylic acid tert-butyl ester